cis-2-pentenol C(\C=C/CC)O